Cl.[N+](=O)([O-])C1=CC=C(C=C1)[C@@H]([C@@H](N)C1=CC=C(C=C1)[N+](=O)[O-])N (1S,2S)-1,2-bis(4-nitrophenyl)ethylenediamine hydrochloride